N-((3S,4R)-4-((8-((cyclopropylmeth-yl)amino)-6-(2,6-dichloro-3,5-dimeth-oxyphenyl)pyrido[3,4-d]pyrimidin-2-yl)amino)-1-(oxetan-3-yl)pyrrolidin-3-yl)acrylamide C1(CC1)CNC1=NC(=CC2=C1N=C(N=C2)N[C@H]2[C@H](CN(C2)C2COC2)NC(C=C)=O)C2=C(C(=CC(=C2Cl)OC)OC)Cl